ClC=1C(N(N=CC1N1CC=2N=CN=C(C2CC1)NC1=C(C=C(C=C1)F)C(F)(F)F)C1OCCCC1)=O 4-chloro-5-(4-((4-fluoro-2-(trifluoromethyl)phenyl)amino)-5,8-dihydropyrido[3,4-d]pyrimidin-7(6H)-yl)-2-(tetrahydro-2H-pyran-2-yl)pyridazin-3(2H)-one